C(C)(C)N1[C@H]2CNC[C@@H]1CC2 (1R,5S)-8-isopropyl-3,8-diazabicyclo[3.2.1]octane